2-methoxycarbonyl-norbornene COC(=O)C=1C2CCC(C1)C2